N-(2-(6-((5-(3-((tert-butyldimethylsilyl)oxy)propyl)-3-methoxyfuran-2-yl)methyl)benzo[d][1,3]dioxol-5-yl)ethyl)-2,2,2-trifluoroacetamide [Si](C)(C)(C(C)(C)C)OCCCC1=CC(=C(O1)CC=1C(=CC2=C(OCO2)C1)CCNC(C(F)(F)F)=O)OC